tert-butyl 4-[6-(4,4,5,5-tetramethyl-1,3,2-dioxaborolan-2-yl)-2-pyridyl]piperazine-1-carboxylate CC1(OB(OC1(C)C)C1=CC=CC(=N1)N1CCN(CC1)C(=O)OC(C)(C)C)C